CC(CP(O)(=O)CC(CC(C)(C)C)C)CC(C)(C)C di(2,4,4-trimethylpentyl)phosphinic acid